silver-barium-silicon silicon [Si].[Si].[Ba].[Ag]